N,5-bis(4-chlorophenyl)-3-propan-2-yliminophenazin-2-amine ClC1=CC=C(C=C1)NC1=CC2=NC3=CC=CC=C3N(C2=CC1=NC(C)C)C1=CC=C(C=C1)Cl